C(C)(C)(C)OC(=O)NCCCC[C@H](C(=O)OC)NC1CCC2(CCN(C2)CC2=CC=CC=C2)CC1 methyl (2R)-6-[[(tert-butoxy)carbonyl]amino]-2-[[(5s,8s)-2-benzyl-2-azaspiro[4.5]decan-8-yl]amino]hexanoate